2-(2-bromobenzo[b]thiophen-4-yl)acetonitrile BrC1=CC2=C(S1)C=CC=C2CC#N